[(1Z)-2-[8-(4,4-difluoropiperidin-1-yl)quinolin-6-yl]-1-fluoroethenyl]boric acid FC1(CCN(CC1)C=1C=C(C=C2C=CC=NC12)\C=C(/F)\OB(O)O)F